CC1=CC=CC=C1 1-methyl-(benzene)